FC([C@](C)(O)C1=NOC=2CNC[C@@H](C21)C)(F)F (R)-1,1,1-trifluoro-2-((R)-4-methyl-4,5,6,7-tetrahydroisoxazolo[5,4-c]pyridin-3-yl)propane-2-ol